1-(4-chloro-2-methoxyphenyl)-N-{7-oxabicyclo[2.2.1]heptan-2-yl}pyrido[3,4-d]pyridazin-4-amine ClC1=CC(=C(C=C1)C1=C2C(=C(N=N1)NC1C3CCC(C1)O3)C=NC=C2)OC